tert-butyl N-(3-bromo-6-(3-(6-[(4-fluorophenyl)(methyl)carbamoyl]-2-oxo-1,2-dihydropyridin-1-yl)prop-1-yn-1-yl)-5-(trifluoroacetylamino)pyridin-2-yl)-N-[(tert-butoxy)carbonyl]carbamate BrC=1C(=NC(=C(C1)NC(C(F)(F)F)=O)C#CCN1C(C=CC=C1C(N(C)C1=CC=C(C=C1)F)=O)=O)N(C(OC(C)(C)C)=O)C(=O)OC(C)(C)C